2'-(diphenylphosphoryl)-[1,1'-binaphthyl]-2-yl triflate O(S(=O)(=O)C(F)(F)F)C1=C(C2=CC=CC=C2C=C1)C1=C(C=CC2=CC=CC=C12)P(=O)(C1=CC=CC=C1)C1=CC=CC=C1